ClC1=NC=C(C(=N1)NCCO)C(=O)N 2-chloro-4-((2-hydroxyethyl)amino)pyrimidine-5-carboxamide